5-amino-N-[2-(4-amino-3-methoxy-3-methylpyrrolidin-1-yl)-4-fluoro-5,6,7,8-tetrahydroquinolin-6-yl]-2-methylthieno[2,3-d]pyrimidine-6-carboxamide NC1=C(SC=2N=C(N=CC21)C)C(=O)NC2CC=1C(=CC(=NC1CC2)N2CC(C(C2)N)(C)OC)F